CC1CCCN1 5-methylpyrrolidine